N1C=C(C2=CC=CC=C12)NC1=NC(=CC(=N1)C(=O)O)C 2-((1H-indol-3-yl)amino)-6-methylpyrimidine-4-carboxylic acid